C1(CC1)C1=CN=C(S1)C12CC(C1)(C2)N 3-(5-cyclopropylthiazol-2-yl)bicyclo[1.1.1]pentan-1-amine